3-(4-(3,5-dichloro-2-oxopyrazin-1(2H)-yl)phenyl)propanenitrile ClC=1C(N(C=C(N1)Cl)C1=CC=C(C=C1)CCC#N)=O